O=C1CN(CCN1)C1=NC(=NC(=C1)NCC1=CC=C(C=C1)NS(=O)(=O)C)NC=1SC(=C(N1)C)C(=O)OCC 2-[[4-[3-Oxo-1-piperazinyl]-6-[[(4-(methylsulfonylamino)phenyl)methyl]amino]-2-pyrimidinyl]amino]-4-methyl-5-thiazolecarboxylic acid, ethyl ester